OCCSCCO di-(2-hydroxyethyl) sulfide